OC1=NOC2=C(C=C1)C=CC(=C2O)CN2CCCCC2 3,9-dihydroxy-8-(piperidin-1-ylmethyl)benzo[5,6]oxazepin